C(C)(C)(C)C1N(CCC(C1)N1N=CC(=C1)B1OC(C(O1)(C)C)(C)C)C(=O)OCC1(CC1)C=1C(=NC=CC1)[N+](=O)[O-] (1-(2-nitropyridin-3-yl)cyclopropyl)methanol tert-Butyl-4-[4-(4,4,5,5-tetramethyl-1,3,2-dioxaborolan-2-yl)-1H-pyrazol-1-yl]piperidine-1-carboxylate